N-(3-{[3-bromo-4-[(2,4-difluorobenzyl)oxy]-6-methyl-2-oxopyridin-1(2H)-yl]methyl}phenyl)acetamide BrC=1C(N(C(=CC1OCC1=C(C=C(C=C1)F)F)C)CC=1C=C(C=CC1)NC(C)=O)=O